COC1=NN(C2=NC(=CN=C21)N2CC1(CN(C1)C1=CC(=NC=C1)C(F)(F)F)CC2)C2COCCC2 3-methoxy-1-(tetrahydro-2H-pyran-3-yl)-6-(2-(2-(trifluoromethyl)pyridin-4-yl)-2,6-diazaspiro[3.4]octan-6-yl)-1H-pyrazolo[3,4-b]pyrazine